2-methyl-4-(trifluorometh-yl)thiazole-5-carbaldehyde CC=1SC(=C(N1)C(F)(F)F)C=O